FC(C1=NN=C(O1)C1=CC=C(CC2=NN=C(O2)C=2C=CC(=NC2)NC(=O)NC)C=C1)F 1-(5-(5-(4-(5-(difluoromethyl)-1,3,4-oxadiazol-2-yl)benzyl)-1,3,4-oxadiazol-2-yl)pyridin-2-yl)-3-methylurea